C[Si](C(F)(F)F)(C)C Trimethyl(trifluoromethyl)silane